1-fluoro-3,5-bis(trifluoromethyl)benzene FC1=CC(=CC(=C1)C(F)(F)F)C(F)(F)F